CC1=CC=C(C=C1)S(=O)(=O)OCC1CCC(CC1)C(=O)N1CCC(CC1)C1=CC2=NC(=C3C(=C2S1)N(C(=N3)CCCC)CC3CCOCC3)N [4-({4-[4-amino-2-butyl-1-(3,4,5,6-tetrahydro-2H-pyran-4-ylmethyl) thieno[3,2-b]imidazo[4,5-d]pyridin-7-yl]hexahydropyridin-1-yl}carbonyl)cyclohexyl]methyl 4-methylbenzenesulfonate